OC=1C=C(C=C(C1)O)/C=C/C=1C=C(C(=CC1)O)O 4-[(E)-2-(3,5-dihydroxyphenyl)vinyl]benzenediol